BrC1=C(C=C(C=C1)OCC1CC1)F 1-bromo-4-cyclopropylmethoxy-2-fluorobenzene